(4-bromophenyl)(3-fluoropropyl)azetidin-3-yl-methanone BrC1=CC=C(C=C1)N1CC(C1)C(=O)CCCF